(3-oxobenzofuran-6-yl) trifluoromethanesulfonate FC(S(=O)(=O)OC1=CC2=C(C(CO2)=O)C=C1)(F)F